CN1C2CN(CC1C2)C=2C(=NC=CC2)N (6-methyl-3,6-diazabicyclo[3.1.1]hept-3-yl)pyridin-2-amine